5-[5-({[7-(cyclobutylmethyl)-5H,6H,7H,8H-pyrido[3,4-c]pyridazin-3-yl]oxy}methyl)-4-methyl-1H-1,2,3-triazol-1-yl]-2-methylpyridine tartarate salt C(C(O)C(O)C(=O)O)(=O)O.C1(CCC1)CN1CC=2N=NC(=CC2CC1)OCC1=C(N=NN1C=1C=CC(=NC1)C)C